The molecule is a phenolate anion obtained by deprotonation of the 8-hydroxy group of (2S-3S)-versiconal hemiacetal acetate. It is the major microspecies at pH 7.3 (according to Marvin v 6.2.0.). It is a conjugate base of a (2S,3S)-versiconal hemiacetal acetate. CC(=O)OCC[C@@H]1[C@H](OC2=C1C(=C3C(=C2)C(=O)C4=C(C3=O)C(=CC(=C4)O)O)[O-])O